COC(C=CC1=CC(=CC=C1)[N+](=O)[O-])=O.CN1N=CC(=C1C(CCC=C)=O)[N+](=O)[O-] 1-(1-methyl-4-nitro-1H-pyrazol-5-yl)pent-4-en-1-one methyl-3-nitrocinnamate